1H-isoquinolin C1NC=CC2=CC=CC=C12